S(C1=CC(=C(C(=C1)C(C)(C)C)O)C(C)(C)C)C1=CC(=C(C(=C1)C(C)(C)C)O)C(C)(C)C 4,4'-thiobis(2,6-di-t-butylphenol)